(S)-3-(4-(((R)-7-Fluoro-4-(6-(((R)-tetrahydrofuran-3-yl)oxy)pyridin-3-yl)-2,3-dihydro-1H-inden-1-yl)oxy)phenyl)hex-4-ynoic acid FC=1C=CC(=C2CC[C@H](C12)OC1=CC=C(C=C1)[C@H](CC(=O)O)C#CC)C=1C=NC(=CC1)O[C@H]1COCC1